[Te].[Ge] germanium tellurium